C[C@@H]1CCOC2=CC(=CC=C12)C1=C(C=CC=C1)O 2-[(4R)-4-Methyl-3,4-dihydro-2H-chromen-7-yl]phenol